2-(1-(3,3,3-trifluoropropyl)piperidin-4-yl)benzo[d]thiazole FC(CCN1CCC(CC1)C=1SC2=C(N1)C=CC=C2)(F)F